1-(difluoromethyl)-5-(6-(((3aR,5s,6aS)-2-((tetrahydro-2H-pyran-4-yl)methyl)octahydrocyclopenta[c]pyrrol-5-yl)amino)pyridazin-3-yl)pyridin-2(1H)-one FC(N1C(C=CC(=C1)C=1N=NC(=CC1)NC1C[C@@H]2[C@@H](CN(C2)CC2CCOCC2)C1)=O)F